C(C)(C)(C)OC(=O)N1CCC(CC1)CCC#C.ClC1=CC=2N(C=C1)C=NC2CC(=O)NC(C)C=2N=NN(C2)CC=2N=C1N(C=C(C=C1)C1CC1)C2 2-(7-chloroimidazo[1,5-a]pyridin-1-yl)-N-(1-(1-((6-cyclopropylimidazo[1,2-a]pyridin-2-yl)methyl)-1H-1,2,3-triazol-4-yl)ethyl)acetamide tert-butyl-4-but-3-ynylpiperidine-1-carboxylate